3-methyl-5-(5-(oxazol-2-yl)pyridin-3-yl)phenyl cyclooctylcarbamate C1(CCCCCCC1)NC(OC1=CC(=CC(=C1)C=1C=NC=C(C1)C=1OC=CN1)C)=O